COC1=CC=C(C=C1)NC(=O)N1CCC(CC1)NC1=NC(=NC=C1Cl)NC=1C=C2C=NC(C2=CC1)=O N-(4-methoxyphenyl)-4-({5-chloro-2-[(1-oxoisoindol-5-yl)amino]pyrimidin-4-yl}amino)piperidine-1-carboxamide